1-(7,10-dihydropyrido[3,4-d]tetrazolo[1,5-b]pyridazin-9(8H)-yl)ethan-1-one tert-butyl-(tert-butoxycarbonyl)(6-(chloromethyl)-5-(trifluoromethyl)pyridazin-3-yl)carbamate C(C)(C)(C)C1=C(N=NC(=C1C(F)(F)F)CCl)N(C(O)=O)C(=O)OC(C)(C)C.N=1N=NN2N=CC3=C(C21)CN(CC3)C(C)=O